3,7-diamino-dimethyldibenzothiophene NC=1C(=C(C2=C(SC3=C2C=CC(=C3)N)C1)C)C